C(C)OC(=O)C1=NN(C(C1)(C)C(=O)OCC)C1=C(C=C(C=C1)Cl)Cl 1-(2,4-dichlorophenyl)-5-(ethoxycarbonyl)-5-methyl-2-pyrazoline-3-carboxylic acid ethyl ester